GALLOXOL [Ga]=1OC=CC1